di-n-eicosylamine C(CCCCCCCCCCCCCCCCCCC)NCCCCCCCCCCCCCCCCCCCC